FC=1C=C(CNC=2C(C(C2NCC2=NN(C=N2)C)=O)=O)C=CC1C1=NOC(=N1)C(F)(F)F 3-((3-fluoro-4-(5-(trifluoromethyl)-1,2,4-oxadiazol-3-yl)benzyl)amino)-4-(((1-methyl-1H-1,2,4-triazol-3-yl)methyl)amino)cyclobut-3-ene-1,2-dione